(4-chlorophenyl)-6-(piperazin-1-yl)-2-(pyridin-3-yl)pyrimidine ClC1=CC=C(C=C1)C1=NC(=NC(=C1)N1CCNCC1)C=1C=NC=CC1